1-(ethoxymethoxy)-2-iodo-3-methyl-5-(trifluoro-methyl)benzene C(C)OCOC1=C(C(=CC(=C1)C(F)(F)F)C)I